ClC1=CC2=C(NC(=N2)C)C=C1C1=CC2=C(N=C(N=C2)NC2=CC=C(C=C2)N2CCN(CC2)CC)N2C1=NN=C2 6-(5-chloro-2-methyl-1H-benzimidazol-6-yl)-N-(4-(4-ethylpiperazin-1-yl)phenyl)-[1,2,4]triazolo[4',3':1,6]pyrido[2,3-d]pyrimidin-2-amine